4-(1-(2-chlorophenyl)isoindolin-2-yl)-N-((R,E)-4-(methylsulfonyl)but-3-en-2-yl)benzamide ClC1=C(C=CC=C1)C1N(CC2=CC=CC=C12)C1=CC=C(C(=O)N[C@H](C)\C=C\S(=O)(=O)C)C=C1